diiso-nonyl 1,2-cyclohexanedicarboxylate C1(C(CCCC1)C(=O)OCCCCCCC(C)C)C(=O)OCCCCCCC(C)C